6-chloro-8-(4-chloro-2-fluoro-phenyl)-2-ethyl-3-methyl-pyrido[3,4-d]pyrimidin-4-one ClC1=CC2=C(N=C(N(C2=O)C)CC)C(=N1)C1=C(C=C(C=C1)Cl)F